2-[(2R)-4-[6-amino-2-(trifluoromethyl)pyridine-3-carbonyl]-2-ethylpiperazin-1-yl]-N-(2-aminoethyl)-5-(2-ethoxypyridin-3-yl)benzamide NC1=CC=C(C(=N1)C(F)(F)F)C(=O)N1C[C@H](N(CC1)C1=C(C(=O)NCCN)C=C(C=C1)C=1C(=NC=CC1)OCC)CC